ClC1=C(C=C2C=C(NC2=C1)C=1C=CC(=NC1)N1CC(C1)C(=O)O)C=1C=NC=C(C1)OC 1-(5-(6-chloro-5-(5-methoxypyridin-3-yl)-1H-indol-2-yl)pyridin-2-yl)azetidine-3-carboxylic acid